5-(4-{4-[(5,5-dimethyl-5,6-dihydro-4H-1,3-oxazin-2-yl)amino]-2,6-difluorophenoxy}-1-{[2-(trimethylsilyl)ethoxy]methyl}-1H-pyrrolo[2,3-b]pyridin-3-yl)-2-[(propan-2-yl)oxy]benzonitrile CC1(CN=C(OC1)NC1=CC(=C(OC2=C3C(=NC=C2)N(C=C3C=3C=CC(=C(C#N)C3)OC(C)C)COCC[Si](C)(C)C)C(=C1)F)F)C